C(C)(C)(C)OC(=O)N1CC=2C(=C(C=3COC(CC3N2)(C)C)C)C1 6,6,9-Trimethyl-3,5,6,8-tetrahydro-1H-7-oxa-2,4-diaza-cyclopenta[b]naphthalene-2-carboxylic acid tert-butyl ester